3-((5-(1-((2S,6R)-2,6-dimethylmorpholino)-3-methylimidazo[1,5-a]quinoxalin-8-yl)pyridin-2-yl)oxy)-N-ethylpropan-1-amine C[C@@H]1O[C@@H](CN(C1)C1=NC(=C2N1C1=CC(=CC=C1N=C2)C=2C=CC(=NC2)OCCCNCC)C)C